C1(CCC1)OC=1C=CC=2C(N1)=NN(C2)C2COCCC2 6-cyclobutoxy-2-(tetrahydro-2H-pyran-3-yl)-2H-pyrazolo[3,4-b]Pyridine